benzyl (2-(2-oxopyridin-1(2H)-yl)ethyl)carbamate O=C1N(C=CC=C1)CCNC(OCC1=CC=CC=C1)=O